5-chloro-2-(piperidin-1-yl)aniline hydrochloride Cl.ClC=1C=CC(=C(N)C1)N1CCCCC1